4-{[2-Carbamoyl-6-(3-fluoro-pyridin-4-yl)-imidazo[1,2-a]pyrazin-8-ylamino]-methyl}-4-fluoro-piperidine-1-carboxylic acid tert-butyl ester C(C)(C)(C)OC(=O)N1CCC(CC1)(F)CNC=1C=2N(C=C(N1)C1=C(C=NC=C1)F)C=C(N2)C(N)=O